N-(1,5-dimethyl-1H-pyrazol-3-yl)-2-methyl-3-nitrobenzamide CN1N=C(C=C1C)NC(C1=C(C(=CC=C1)[N+](=O)[O-])C)=O